C(C=C)(=O)N1C[C@@H]2CN3N=CC4=C(C(=CC(=C34)C(N2CC1)=O)F)C1=CC=C(C=2SC(=C(C21)C#N)N)F 4-((R)-10-Acryloyl-4-fluoro-6-oxo-8,9,10,11,11a,12-hexahydro-6H-pyrazino[2',1':3,4][1,4]diazepino[6,7,1-hi]indazol-3-yl)-2-amino-7-fluorobenzo[b]thiophene-3-carbonitrile